O.O.O.O.C(=O)(O)[C@H](O)[C@@H](O)C(=O)O.C1(C(C(C(C1([2H])[2H])([2H])[2H])([2H])[2H])([2H])[2H])[C@@H](CC#N)NN (R)-3-(cyclopentyl-2,2,3,3,4,4,5,5-d8)-3-hydrazineylpropanenitrile L-tartrate dihydrate dihydrate